2-(ethylamino)-N-(5-methyl-1-(tetrahydro-2H-pyran-2-yl)-1H-indazol-4-yl)thiazole-5-carboxamide C(C)NC=1SC(=CN1)C(=O)NC1=C2C=NN(C2=CC=C1C)C1OCCCC1